FC(C(=O)N1CC(C1)NC=1C=2C(C=NC1OC1=CC=C(C=C1)C(F)(F)F)=CN(N2)C)=C 2-Fluoro-1-(3-((2-methyl-6-(4-(trifluoromethyl)phenoxy)-2H-pyrazolo[4,3-c]pyridin-7-yl)amino)azetidin-1-yl)prop-2-en-1-one